O1NCCC=C1 3,4-dihydro-2H-1,2-oxazine